F[C@H]1[C@@H](C[C@]2([C@H](C[C@@H]1N2)F)C)C(=C)C=2N=NC(=CN2)C2=C(C=C(C=C2)N2C=NC=C2)O 2-(3-(1-((1S,3S,4S,5S,7S)-4,7-difluoro-1-methyl-8-azabicyclo[3.2.1]octan-3-yl)vinyl)-1,2,4-triazin-6-yl)-5-(1H-imidazol-1-yl)phenol